(S)-2-(5-(ethoxycarbonyl)-4-(4-((5-fluoro-4-methylpyridin-2-yl)carbamoyl)phenyl)-1H-imidazol-2-yl)piperidine-1-carboxylic acid tert-butyl ester C(C)(C)(C)OC(=O)N1[C@@H](CCCC1)C=1NC(=C(N1)C1=CC=C(C=C1)C(NC1=NC=C(C(=C1)C)F)=O)C(=O)OCC